COC(C(C(C)C)N=CC1=C(C(=CC(=C1)Br)OC(C(C)C)=O)O)=O.C(C1=CC=CC=C1)(=O)C1=C(C=CC(=C1)OC1=CC(=CC=C1)N)C1=C(C=C(C=C1)OC1=CC(=CC=C1)N)C(C1=CC=CC=C1)=O 2,2'-dibenzoyl-4,4'-bis(3-aminophenoxy)biphenyl methyl-2-(5-bromo-2-hydroxy-3-(isobutyryl-oxy)benzylideneamino)-3-methylbutanoate